2,4-difluorophenyl-4-(trifluoromethyl)pyridine FC1=C(C=CC(=C1)F)C1=NC=CC(=C1)C(F)(F)F